2-methyl-4,4'-dihydroxybenzophenone CC1=C(C(=O)C2=CC=C(C=C2)O)C=CC(=C1)O